1-(5-(7,8-dimethyl-[1,2,4]triazolo[1,5-a]pyridin-6-yl)-6-isopropyl-4H-pyrrolo[3,2-d]thiazol-2-yl)-N-isopropyl-N-methylpiperidin-4-amine CC1=C(C=2N(C=C1C1=C(C=3N=C(SC3N1)N1CCC(CC1)N(C)C(C)C)C(C)C)N=CN2)C